BrC=1C(=CC=C2C=CN=NC12)Cl 8-bromo-7-chlorocinnoline